C1(CC1)CN1C(=NC2=C1C=C(C=C2)F)NC(CC2=CC(=C(OC1=NC=CC=C1C(=O)N)C=C2)F)=O 2-(4-(2-((1-(cyclopropylmethyl)-6-fluoro-1H-benzo[d]imidazol-2-yl)amino)-2-oxoethyl)-2-fluorophenoxy)pyridine-3-carboxamide